1-(3-(2'-amino-7'-oxo-5'H-spiro[cyclopropane-1,8'-pyrido[4,3-d]pyrimidine]-6'(7'H)-yl)-4-methylphenyl)-3-cyclobutylurea NC=1N=CC2=C(N1)C1(C(N(C2)C=2C=C(C=CC2C)NC(=O)NC2CCC2)=O)CC1